C12(CC(C1)C2)NC2=NC=CC(=N2)C2=CC=CC=1C=C(OC12)C#CC(C)(O)C=1SC=CN1 4-(7-(2-(bicyclo[1.1.1]pent-1-ylamino)pyrimidin-4-yl)benzofuran-2-yl)-2-(thiazol-2-yl)but-3-yn-2-ol